1-(((R)-oxetan-2-yl)methyl)-1H-benzo[d]imidazole-6-carboxylic acid O1[C@H](CC1)CN1C=NC2=C1C=C(C=C2)C(=O)O